CN1CCN(CC1)NC1=C(C=CC=C1)F (4-methylpiperazin-1-yl)-2-fluoroaniline